2-(4'-chloro-3-hydroxyspiro[cyclobutane-1,5'-pyrrolo[2,3-d]pyrimidin]-7'(6'H)-yl)isonicotinonitrile ClC=1C2=C(N=CN1)N(CC21CC(C1)O)C=1C=C(C#N)C=CN1